ClC1=C(C=CC=2C(=C3N(C12)CCN(C3)C(COC)=O)C=3C=NNC3)Cl 1-[6,7-dichloro-10-(1H-pyrazol-4-yl)-3,4-dihydro-1H-pyrazino[1,2-a]indol-2-yl]-2-methoxy-ethanone